ClC1=CC(=C(C=C1Cl)C(C1CCN(CC1)C(=O)[C@H]1CN(CC1)C(=O)OC(C)(C)C)NS(=O)C(C)(C)C)OCC=C tert-butyl (3R)-3-(4-[[4,5-dichloro-2-(prop-2-en-1-yloxy)phenyl][(2-methylpropane-2-sulfinyl)amino]methyl]piperidine-1-carbonyl)pyrrolidine-1-carboxylate